C(C)OC(=O)C=1N=CSC1C1CC1 5-cyclopropylthiazole-4-carboxylic acid ethyl ester